OC1=CC=C(OC=2C=C(C=CC2)/C=C/C(C)=O)C=C1 (E)-4-(3-(4-hydroxyphenoxy)phenyl)but-3-en-2-one